BrCCCCCCCCC=CCC=CCCCCC 18-Bromo-octadeca-6,9-diene